(S)-1-(difluoromethylene)-5-(4-((tetrahydrofuran-3-yl)amino)pyrido[3,4-d]pyridazin-1-yl)-2,3-dihydro-1H-inden-4-ol FC(=C1CCC=2C(=C(C=CC12)C1=C2C(=C(N=N1)N[C@@H]1COCC1)C=NC=C2)O)F